ClC=1C(=C(NC2=NC=NC3=CC=C(C=C23)C2CN(C2)C(C=C)=O)C=CC1)F 1-[3-[4-(3-Chloro-2-fluoro-anilino)quinazolin-6-yl]azetidin-1-yl]prop-2-en-1-one